C(C1=CC=CC=C1)OC([C@H](C(C)C)NCCC1(CCN(CC1)C(=O)OC(C)(C)C)C(=O)OC)=O 1-(tert-butyl) 4-methyl (S)-4-(2-((1-(benzyloxy)-3-methyl-1-oxobutan-2-yl)amino)ethyl)piperidine-1,4-dicarboxylate